P(=O)(OC(C)(C)C)(OC(C)(C)C)OCCN(CC1=CC=C(C=C1)OC)C(=O)[C@H]1[C@@H](C1)C1=CC(=CC=C1)OCCCCCCCCCC Di-tert-butyl 2-[({(trans)-2-[3-(decyloxy)phenyl]cyclopropyl}carbonyl) (4-methoxybenzyl)amino]ethyl phosphate